FC(/C(=C(/C(C(F)(F)F)(F)F)\F)/F)(C(F)(F)F)F perfluoro-E-(methylpent-2-ene)